C(C)(C)C1=C(N(C=2C1=NC=CC2)C(=O)[O-])B2OC(C(O2)(C)C)(C)C 3-isopropyl-2-(4,4,5,5-tetramethyl-1,3,2-dioxaborolan-2-yl)-1H-pyrrolo[3,2-b]pyridine-1-carboxylate